ClC1=CC=C(C=C1)N1CCN(CC1)CC(F)(F)F 1-(4-chlorophenyl)-4-(2,2,2-trifluoroethyl)piperazine